(benzyloxy)-6-bromo-3-chloro-5-fluoro-8,9-dihydro-7H-cyclopenta[f]quinazoline C(C1=CC=CC=C1)OC1=NC(=NC=2C(=C(C3=C(C12)CCC3)Br)F)Cl